C12C(CC(CC1)C2)C2=NC1=CC=C(C=C1C(=C2)C)OC2=C(C=C(C=C2Cl)N2N=C(C(NC2=O)=O)C#N)Cl 2-(4-((2-(bicyclo[2.2.1]heptane-2-yl)-4-methylquinoline-6-yl)oxy)-3,5-dichlorophenyl)-3,5-dioxo-2,3,4,5-tetrahydro-1,2,4-triazine-6-carbonitrile